C(CCCCCCCCC)OP([O-])OP([O-])[O-] decyldiphosphit